C(C=C)C(CO)C(CC)O 2-allyl-1,3-pentanediol